O=C1NC(CCC1NC=1C=C(C(=NC1)N1CCN(CC1)C(C)(C)C1CCN(CC1)C(=O)OC(C)(C)C)F)=O tert-butyl 4-[1-[4-[5-[(2,6-dioxo-3-piperidyl)amino]-3-fluoro-2-pyridyl]piperazin-1-yl]-1-methyl-ethyl]piperidine-1-carboxylate